OCCC[C@@H]1CN(CC1)C(=O)OC(C)(C)C tert-Butyl (3S)-3-(3-hydroxypropyl)pyrrolidine-1-carboxylate